5-nitro-2-((4-(pyridin-4-yl)piperazin-1-yl)methyl)-1H-indole [N+](=O)([O-])C=1C=C2C=C(NC2=CC1)CN1CCN(CC1)C1=CC=NC=C1